tert-Butyl (2-((Benzo[d][1,3]dioxol-5-ylmethyl)amino)-2-oxoethyl)carbamate O1COC2=C1C=CC(=C2)CNC(CNC(OC(C)(C)C)=O)=O